pantothenic acid pantothenate C(CCNC([C@H](O)C(C)(C)CO)=O)(=O)O.C(CCNC([C@H](O)C(C)(C)CO)=O)(=O)O